C(C1=CC=CC=C1)(=O)O[C@@H]1[C@H]([C@H](SC(C)C)O[C@@H]([C@@H]1O)COC(C1=CC=CC=C1)=O)O isopropyl 3,6-di-O-benzoyl-1-thio-β-D-galactopyranoside